C1(=CC=CC=C1)CC1CN(CCC1)C(=O)C1(CCOCC1)C=1OC(=NN1)C1=CC=CC=C1 (3-(Phenylmethyl)piperidin-1-yl)(4-(5-phenyl-1,3,4-oxadiazol-2-yl)tetrahydro-2H-Pyran-4-yl)methanone